5-formyl-2-(3'-(5-(2-(isopropyl(methyl)amino)acetyl)-5,6-dihydro-4H-pyrrolo[3,4-d]thiazol-2-yl)-2,2'-dimethylbiphenyl-3-yl)benzo[d]oxazole-7-carbonitrile C(=O)C=1C=C(C2=C(N=C(O2)C=2C(=C(C=CC2)C2=C(C(=CC=C2)C=2SC3=C(N2)CN(C3)C(CN(C)C(C)C)=O)C)C)C1)C#N